OC1=C2CCN(C(C2=CC=C1)C)C(=O)OC(C)(C)C tert-butyl 5-hydroxy-1-methyl-3,4-dihydroisoquinoline-2(1H)-carboxylate